[N+](=O)([O-])C1=CC=C(C(=O)C2=C(C(=C3C=CC=CN23)N2C(C=CC=C2)=O)C2=CC=C(C=C2)[N+](=O)[O-])C=C1 1-(3-(4-nitrobenzoyl)-2-(4-nitrophenyl)indolizin-1-yl)pyridin-2(1H)-one